N-(2,3-diaminobenzyl)azetidine-1-carboxamide 3-oxa-9-azabicyclo[3.3.1]-nonan-9-carboxylat C12COCC(CCC1)N2C(=O)O.NC2=C(CNC(=O)N1CCC1)C=CC=C2N